(3S)-4-t-butoxycarbonyl-morpholine-3-carboxylic acid C(C)(C)(C)OC(=O)N1[C@@H](COCC1)C(=O)O